methyl 5-(3-(4-(hydroxymethyl)-1H-imidazol-2-yl)phenoxy)-1H-indole-4-carboxylate OCC=1N=C(NC1)C=1C=C(OC2=C(C=3C=CNC3C=C2)C(=O)OC)C=CC1